FC=1C=C(C=NC1)[C@H](C)N (S)-1-(5-fluoropyridin-3-yl)ethan-1-amine